ClC1=C(C=CC=C1)[C@H]([C@@H](C)C=1N(C(C(=C(N1)C(=O)NC=1C=NOC1)O)=O)C)N1N=CC(=C1)C(F)(F)F 2-((1S,2R)-1-(2-chlorophenyl)-1-(4-(trifluoromethyl)-1H-pyrazol-1-yl)propan-2-yl)-5-hydroxy-N-(isoxazol-4-yl)-1-methyl-6-oxo-1,6-dihydropyrimidine-4-carboxamide